[4-(bromomethyl)pyridin-2-yl](4-methoxybenzyl)carbamic acid tert-butyl ester C(C)(C)(C)OC(N(CC1=CC=C(C=C1)OC)C1=NC=CC(=C1)CBr)=O